4-methyl-terephthalamide CC1(CC=C(C(=O)N)C=C1)C(=O)N